5-{2-Amino-[1,2,4]triazolo[1,5-a]pyridin-7-yl}-N-{[2-(1-cyclopentylmethoxy)phenyl]methyl}-2,6-dimethylpyridine-3-carboxamide NC1=NN2C(C=C(C=C2)C=2C=C(C(=NC2C)C)C(=O)NCC2=C(C=CC=C2)OCC2CCCC2)=N1